6-(3,4-diamino-phenylamino)hexanoic acid NC=1C=C(C=CC1N)NCCCCCC(=O)O